4-methylenedioxy-N-ethylamphetamine C1OC2=CC=C(CC(NCC)C)C=C2O1